2,6-difluorochlorobenzene C1=CC(=C(C(=C1)F)Cl)F